C(C)(C)(C)C1=C(C(=CC(=C1)NC1=CC=C(C=C1)NC(C)CC(C)C)C(C)(C)C)O 2,6-di-tert-butyl-4-((4-((4-methylpentan-2-yl)amino)phenyl)amino)phenol